N-(4-cyanophenyl)-N-hydroxy-2-(6-phenylimidazo[1,5-a]pyridin-5-yl)acetamide di-tert-butyl-[(1R)-1-(2-bromo-5-chlorophenyl)propyl]-imidodicarbonate C(C)(C)(C)OC(=O)N(C(=O)OC(C)(C)C)[C@H](CC)C1=C(C=CC(=C1)Cl)Br.C(#N)C1=CC=C(C=C1)N(C(CC1=C(C=CC=2N1C=NC2)C2=CC=CC=C2)=O)O